N-[7-methyl-6-[4-(3-methyltetrahydrofuran-3-yl)piperazin-4-ium-1-yl]-3-isoquinolinyl]-2-(2-pyridinyl)cyclopropanecarboxamide CC1=C(C=C2C=C(N=CC2=C1)NC(=O)C1C(C1)C1=NC=CC=C1)N1CC[NH+](CC1)C1(COCC1)C